FC(OC1=CC=CC=2C(N([C@H]3C=4N([C@@H](C21)C3)C3=C(N4)C=CC(=C3)C3=CC=C(CP(OC)(OC)=O)C=C3)C([2H])([2H])[2H])=O)F dimethyl (4-((7R,14R)-1-(difluoromethoxy)-6-(methyl-d3)-5-oxo-5,6,7,14-tetrahydro-7,14-methanobenzo[f]benzo[4,5]imidazo[1,2-a][1,4]diazocin-11-yl)benzyl)phosphonate